[Si](C)(C)(C(C)(C)C)OCCCCC[C@H](CCC(C)(F)F)N (R)-10-((tert-butyldimethylsilyl)oxy)-2,2-difluorodecan-5-amine